1-(3-methoxy-benzyl)-urea COC=1C=C(CNC(=O)N)C=CC1